6'-((5S)-1-(4-amino-1,3-dihydrofuro[3,4-c][1,7]naphthyridine-8-carbonyl)-5-methylpiperidin-2-yl)-8'-chloro-1',4'-dihydro-2'H-spiro[cyclopropane-1,3'-quinoline]-2'-one NC1=NC=2C=NC(=CC2C2=C1COC2)C(=O)N2C(CC[C@@H](C2)C)C=2C=C1CC3(C(NC1=C(C2)Cl)=O)CC3